ClC=1C(=CC2=C(N(C(=N2)C2=CC=C3C=NNC3=C2)[C@@H](CC(=O)OC)C(C)(C)C)C1)C(NC)=O (S)-methyl 3-(6-chloro-2-(1H-indazol-6-yl)-5-(methylcarbamoyl)-1H-benzo[d]imidazol-1-yl)-4,4-dimethylvalerate